(2-chloro-5-fluoro-pyrimidin-4-yl)-3-methyl-5-nitro-indole ClC1=NC=C(C(=N1)C=1NC2=CC=C(C=C2C1C)[N+](=O)[O-])F